7-(2-(piperidin-1-yl)ethoxy)-3,4-dihydroquinolin-2(1H)-one N1(CCCCC1)CCOC1=CC=C2CCC(NC2=C1)=O